BrC1=CC(=C(OC2=C(C=C(C=C2)NS(=O)(=O)CC)C2=CC(=[N+](C(=C2)C)[O-])C)C=C1)F 4-(2-(4-bromo-2-fluorophenoxy)-5-(ethylsulfonylamino)phenyl)-2,6-dimethylpyridine 1-oxide